2-(6-{5-chloro-2-[(oxan-4-yl)amino]pyrimidin-4-yl}-1-oxo-2,3-dihydro-1H-isoindol-2-yl)-N-[(1R)-1-(1,5-dimethyl-1H-pyrazol-3-yl)ethyl]acetamide ClC=1C(=NC(=NC1)NC1CCOCC1)C1=CC=C2CN(C(C2=C1)=O)CC(=O)N[C@H](C)C1=NN(C(=C1)C)C